(R)-3-(3-chloro-4-fluorophenyl)-1-(2-hydroxy-1-(1-oxo-1,2-dihydroisoquinolin-4-yl)ethyl)-1-methylurea ClC=1C=C(C=CC1F)NC(N(C)[C@@H](CO)C1=CNC(C2=CC=CC=C12)=O)=O